OC1(CCN(CC1)C=1C=CC(=NC1)NC=1C=CC(=C2CNC(C12)=O)C1=CN=C2N1C=CC=C2)CN2CCN(CC2)C 7-((5-(4-hydroxy-4-((4-methylpiperazin-1-yl)methyl)piperidin-1-yl)pyridin-2-yl)amino)-4-(imidazo[1,2-a]pyridin-3-yl)isoindolin-1-one